C(N)(=O)C1=CC(=C(C=C1)C1=CC(=CC(=C1)O)CN1[C@H](COCC1)C(=O)NC1(CC1)C1=CC=C(C(=O)OC)C=C1)C methyl (R)-4-(1-(4-((4'-carbamoyl-5-hydroxy-2'-methyl-[1,1'-biphenyl]-3-yl)methyl)morpholine-3-carboxamido)cyclopropyl)benzoate